COC1C[C@@H]([C@@H](O1)C(OCCCC)(OCCCC)OCCCC)OCC1=CC2=CC=CC=C2C=C1 (2R,3S)-5-methoxy-3-(naphthalen-2-ylmethoxy)-2-((tributoxy)methyl)tetrahydrofuran